ClC1=CC(=C(COC2=NC=C(C=N2)F)C=C1)F 2-((4-Chloro-2-fluorobenzyl)oxy)-5-fluoropyrimidin